rac-1-(1-cyclopropyl-1H-pyrazol-4-yl)-4-(2,3-dichloro-6-((2-(trimethylsilyl)ethoxy)methoxy)phenyl)pyrrolidine-2-thione C1(CC1)N1N=CC(=C1)N1C(C[C@@H](C1)C1=C(C(=CC=C1OCOCC[Si](C)(C)C)Cl)Cl)=S |r|